O=C1NC(C=C(N1)C(=O)O)=O 1,2,3,6-tetrahydro-2,6-dioxo-4-pyrimidinecarboxylic acid